C(C)N(S(=O)(=O)NC=1C(=C(C(=O)C2=CNC3=NC=C(C=C32)C=3C=NC(=C(C3)F)N3CCNCC3)C(=CC1)F)F)C 3-[3-[[ethyl(methyl)sulfamoyl]amino]-2,6-difluoro-benzoyl]-5-(5-fluoro-6-piperazin-1-yl-3-pyridyl)-1H-pyrrolo[2,3-b]pyridine